tert-butyl ((1s,3s)-3-(4-(2-(4-((2-chloro-5-fluoropyrimidin-4-yl)methoxy)phenyl) propan-2-yl)phenoxy)cyclobutyl)carbamate ClC1=NC=C(C(=N1)COC1=CC=C(C=C1)C(C)(C)C1=CC=C(OC2CC(C2)NC(OC(C)(C)C)=O)C=C1)F